O=C1NC(CCC1N1C(C2=CC=C(C=C2C1=O)NCCCCCCN1N=C(C(=C1)C)C1=NC2=CC=CC=C2N=C1)=O)=O 2-(2,6-dioxopiperidin-3-yl)-5-((6-(4-methyl-3-(quinoxalin-2-yl)-1H-pyrazol-1-yl)hexyl)amino)isoindoline-1,3-dione